FC=1C=C2CC3(CCNCC3)[C@@H](C2=CC1)N (S)-5-fluoro-1,3-dihydro-spiro[indene-2,4'-piperidine]-1-amine